CC1(CCC(C(C1)C(=O)OCC)=O)C1=CC=CC=C1 ethyl 5-methyl-2-oxo-5-phenylcyclohexane-1-carboxylate